F[P-](F)(F)(F)(F)F.CN(C)C(=[N+]1N=[N+](C2=NC=CC=C21)[O-])N(C)C 1-[Bis(dimethyl-amino)methylene]-1H-1,2,3-triazolo[4,5-b]pyridinium 3-oxid hexafluorophosphate